N-[2-[2-[2-[2-[3-[(2,6-dioxotetrahydropyran-4-yl)amino]-3-oxo-propoxy]ethoxy]ethoxy]ethoxy]ethyl]-4-(4-methoxyphenyl)butanamide O=C1OC(CC(C1)NC(CCOCCOCCOCCOCCNC(CCCC1=CC=C(C=C1)OC)=O)=O)=O